CN1C=NC2=C1C(=NC=C2)N[C@H]2C[C@H](CCC2)N (1R,3S)-N1-(3-Methyl-3H-imidazo[4,5-c]pyridin-4-yl)cyclohexane-1,3-diamine